FC1=C(C2=C(CCO2)C=C1C1(NC(=CC(=N1)NCCOC)C)N)C=1CCCNCC1 2-[6-fluoro-7-(2,3,4,7-tetrahydro-1H-azepin-5-yl)-2,3-dihydrobenzofuran-5-yl]-N4-(2-methoxyethyl)-6-methyl-pyrimidine-2,4-diamine